COC=1C=C2C(=NC=NC2=CC1OC)N=S1(CCN(CC1)S(=O)(=O)N)=O 1-[(6,7-dimethoxyquinazolin-4-yl)imino]-1-oxo-1λ6-thiomorpholine-4-sulfonamide